N-(7-chloro-6-(1-(4-hydroxy-3-methyltetrahydrofuran-3-yl)piperidin-4-yl)isoquinolin-3-yl)-2-fluorocyclopropane-1-carboxamide ClC1=C(C=C2C=C(N=CC2=C1)NC(=O)C1C(C1)F)C1CCN(CC1)C1(COCC1O)C